NC1=C(C=CC=C1)NC(CCC=1C=C(C(=O)NCC2CCN(CC2)CC2=CC=CC=C2)C=CC1)=O 3-(3-((2-aminophenyl)amino)-3-oxopropyl)-N-((1-benzylpiperidin-4-yl)methyl)benzamide